FC(CN1CCN(CC1)C1=CC2=C(C[C@](O2)(C)C(C)(C)O)C=C1NC(=O)C=1C=NN2C1N=CC=C2)F (R)-N-(6-(4-(2,2-difluoroethyl)piperazin-1-yl)-2-(2-hydroxypropan-2-yl)-2-methyl-2,3-dihydrobenzofuran-5-yl)pyrazolo[1,5-a]pyrimidine-3-carboxamide